(2Z)-2-[[2-fluoro-5-(trifluoromethyl)phenyl]thio]-2-[3-(2-methoxyphenyl)-2-oxazolidinylidene]acetonitrile FC1=C(C=C(C=C1)C(F)(F)F)S\C(\C#N)=C\1/OCCN1C1=C(C=CC=C1)OC